COC(=O)C1=C(SC(=C1C)C(NCCN)=O)NC(C(CC)C1=CC=C(C=C1)C(F)(F)F)=O (2-aminoethylcarbamoyl)-2-(2-(4-(trifluoromethyl)phenyl)butyrylamino)-4-methylthiophene-3-carboxylic acid methyl ester